NCC1(OC2=C(C1)C=C(C=C2[C@@H](C)NC2=NC=1N(C=C2)N=CC1C(=O)O)F)CF 5-(((1R)-1-(2-(aminomethyl)-5-fluoro-2-(fluoro-methyl)-2,3-dihydrobenzofuran-7-yl)ethyl)amino)pyrazolo[1,5-a]pyrimidine-3-carboxylic acid